(5-(5-(2-methoxyphenyl)-1H-imidazol-2-yl)-2-methylphenyl)-1-methyl-3,4-dihydropyrimido[4,5-d]pyrimidin-2(1H)-one COC1=C(C=CC=C1)C1=CN=C(N1)C=1C=CC(=C(C1)N1C(N(C2=NC=NC=C2C1)C)=O)C